BrC=1C=NC2=C(C=C(C(=C2C1)F)F)OC 3-bromo-5,6-difluoro-8-methoxyquinoline